1-((dimethylamino)methyl)cyclopropane-1-carboxylic acid CN(C)CC1(CC1)C(=O)O